tert-butyl 8-(cyclopropylmethyl)-7-((3-fluoro-5-(methoxycarbonyl)-2-(methylamino) phenyl) carbamoyl)-3,8-dihydropyrrolo[3,2-g]indole-1(2H)-carboxylate C1(CC1)CN1C(=CC=2C=CC3=C(C12)N(CC3)C(=O)OC(C)(C)C)C(NC3=C(C(=CC(=C3)C(=O)OC)F)NC)=O